((dimethylamino)methyl)-3-(2-fluoro-3-((N-methylsulfamoyl)amino)benzyl)-5-methyl-2-oxo-2H-chromen-7-yl dimethylcarbamate CN(C(OC1=CC(=C2C(=C(C(OC2=C1)=O)CC1=C(C(=CC=C1)NS(NC)(=O)=O)F)CN(C)C)C)=O)C